F[C@H]1[C@@H]2CCC[C@H](C[C@H]1N(C1=CC=C(N=N1)C1=C(C=C3C=CN=CC3=C1)O)C)N2 7-(6-(((1S,2S,3R,5R)-2-fluoro-9-azabicyclo[3.3.1]Nonan-3-yl)(methyl)amino)pyridazin-3-yl)isoquinolin-6-ol